(R/S)-tert-butyl N-(2-[[(3-[1,4-dioxaspiro[4.5]dec-7-en-8-yl]-1-(oxacyclohex-2-yl)-1H-pyrazol-4-yl) methyl] (methyl) amino] ethyl)-N-methylcarbamate O1CCOC12CC=C(CC2)C2=NN(C=C2CN(CCN(C(OC(C)(C)C)=O)C)C)[C@@H]2OCCCC2 |r|